octadecyldimethyl[β-(trimethoxysilyl)propyl]ammonium chloride [Cl-].C(CCCCCCCCCCCCCCCCC)[N+](CC(C)[Si](OC)(OC)OC)(C)C